2,3,4,4-tetrafluoro-3-(fluoromethyl)sulfolane FC1S(=O)(=O)CC(C1(CF)F)(F)F